4-(2-methoxyphenyl)-6-methyl-N-(6-(3-methylpyridin-2-yl)thiazolo[4,5-b]pyridin-2-yl)nicotinamide COC1=C(C=CC=C1)C1=CC(=NC=C1C(=O)NC=1SC=2C(=NC=C(C2)C2=NC=CC=C2C)N1)C